1,4,7-Triazacyclodecane N1CCNCCNCCC1